CC1=C(C(=CC(=C1)C)B1OC(C(O1)(C)C)(C)C)O 2,4-dimethyl-6-(4,4,5,5-tetramethyl-1,3,2-dioxaborolan-2-yl)phenol